ethyl 5-(3-chloro-4-methoxybenzamido)-2-methylthiazole-4-carboxylate ClC=1C=C(C(=O)NC2=C(N=C(S2)C)C(=O)OCC)C=CC1OC